N(C1=CC=CC=C1)C(CC(=O)O)C 3-anilinobutyric acid